17-chloro-4,6,8,10,12,14-hexamethylheptadecyl methoxymethyl ether COCOCCCC(CC(CC(CC(CC(CC(CCCCl)C)C)C)C)C)C